3-(2-methoxyphenyl)propionic acid 2-methoxy-4-ethylphenyl ester COC1=C(C=CC(=C1)CC)OC(CCC1=C(C=CC=C1)OC)=O